The molecule is a sialotriaosylceramide that is N-acetyl-beta-D-galactosaminyl-(1->4)-alpha-N-acetylneuraminosyl-(2->3)-beta-D-galactosyl-(1->4)-beta-D-glucosyl-N-acylsphingosine in which the acyl group on the sphingosine nitrogen is octadec-9-enoyl. A synthetic modification of the natural ganglioside GM2. CCCCCCCCCCCCC/C=C/[C@H]([C@H](CO[C@H]1[C@@H]([C@H]([C@@H]([C@H](O1)CO)O[C@H]2[C@@H]([C@H]([C@H]([C@H](O2)CO)O[C@H]3[C@@H]([C@H]([C@H]([C@H](O3)CO)O)O)NC(=O)C)O[C@@]4(C[C@@H]([C@H]([C@@H](O4)[C@@H]([C@@H](CO)O)O)NC(=O)C)O)C(=O)O)O)O)O)NC(=O)CCCCCCCC=CCCCCCCCC)O